(methylcyclopentadienyl)tris(methoxy)titanium CC1(C=CC=C1)[Ti](OC)(OC)OC